ClC=1C=C(C=2CC[C@H](C2C1)O)S(=O)(=O)NC1=CC(=C(C=C1)F)C=1C=C2C=NC(=NC2=CC1)NC1CCN(CC1)C (1R)-6-chloro-N-(4-fluoro-3-{2-[(1-methylpiperidin-4-yl)amino]quinazolin-6-yl}phenyl)-1-hydroxy-2,3-dihydro-1H-indene-4-sulfonamide